CC1=C(C(=NN1)N)C dimethyl-pyrazol-3-amine